ClC1=CC2=C(N(C(N=C2N2[C@H](CN(CC2)C(=O)OC(C)(C)C)C)=O)C=2C(=NC=NC2C(C)C)N(C)C)N=C1Cl tert-butyl (S)-4-(6,7-dichloro-1-(4-(dimethylamino)-6-isopropylpyrimidin-5-yl)-2-oxo-1,2-dihydropyrido[2,3-d]pyrimidin-4-yl)-3-methylpiperazine-1-carboxylate